2-(2-(cyclopentanesulfonamido)thiazol-4-yl)-2-methyl-N-(4-(6-(trifluoromethyl)pyrazin-2-yl)phenyl)propanamide C1(CCCC1)S(=O)(=O)NC=1SC=C(N1)C(C(=O)NC1=CC=C(C=C1)C1=NC(=CN=C1)C(F)(F)F)(C)C